6-(1-((1,5-dimethyl-1H-pyrazol-4-yl)sulfonyl)piperidin-4-yl)-[1,2,4]triazolo[1,5-a]pyridine-7-carboxylic acid CN1N=CC(=C1C)S(=O)(=O)N1CCC(CC1)C=1C(=CC=2N(C1)N=CN2)C(=O)O